OC(CNC(=O)C1=NC(=C(C=C1N)C(F)(F)F)Br)C 3-Amino-6-bromo-5-trifluoromethyl-pyridine-2-carboxylic acid (2-hydroxy-propyl)-amide